((2-(3-aminopropyl)-3,4-difluorophenyl)amino)-5-fluoro-4-(trifluoro-methyl)-benzoic acid methyl ester, trifluoroacetate salt FC(C(=O)O)(F)F.COC(C1=C(C=C(C(=C1)F)C(F)(F)F)NC1=C(C(=C(C=C1)F)F)CCCN)=O